ClC[C@@H](CC(=O)OCCCCCCCC)O octyl (R)-4-chloro-3-hydroxybutyrate